C(C)(C)(C)[Si](C1=CC=CC=C1)(C1=CC=CC=C1)OCC1(CCC1)C=C(F)F tert-butyl-((1-(2,2-difluorovinyl)cyclobutyl)methoxy)diphenylsilane